6-(dimethylamino)-3-pyridineboronic acid pinacol ester CN(C1=CC=C(C=N1)B1OC(C)(C)C(C)(C)O1)C